C(#N)C(C(=O)NC=1C=CC=C2C(=CNC12)C1=CC=NC=C1)=CC=1SC=CC1 4-(7-(2-cyano-3-(thiophen-2-yl)acrylamido)-1H-indol-3-yl)pyridin